3'-(trifluoromethyl)-[1,1'-biphenyl] FC(C=1C=C(C=CC1)C1=CC=CC=C1)(F)F